BrC1=CN=C(S1)CCl 5-bromo-2-(chloromethyl)thiazole